9-(2-aminopyrimidin-5-yl)-6-tert-butyl-10-methoxy-2-oxo-6,7-dihydro-2H-pyrido[2,1-a]isoquinoline-3-carboxylic acid NC1=NC=C(C=N1)C=1C=C2CC(N3C(C2=CC1OC)=CC(C(=C3)C(=O)O)=O)C(C)(C)C